C([C@@H](C([C@H](CO)O)O)O)O L(-)-arabitol